5-(5-(3,5-dichlorophenyl)-5-(trifluoromethyl)-4,5-dihydroisoxazol-3-yl)-N-methyl-5,6-dihydro-4H-pyrrolo[3,4-d]thiazole-2-carboxamide ClC=1C=C(C=C(C1)Cl)C1(CC(=NO1)N1CC=2N=C(SC2C1)C(=O)NC)C(F)(F)F